N-(12-((4-(((R)-1-(3-bromophenyl)ethyl)-amino)-6-methoxy-2-methylquinazolin-7-yl)oxy)dodecyl)acetamide BrC=1C=C(C=CC1)[C@@H](C)NC1=NC(=NC2=CC(=C(C=C12)OC)OCCCCCCCCCCCCNC(C)=O)C